N-(2-fluoro-3-methyl-4-((1-methyl-1H-benzo[d]imidazol-5-yl)oxy)phenyl)-6-(piperidin-4-ylthio)pyrido[3,2-d]pyrimidin-4-amine FC1=C(C=CC(=C1C)OC1=CC2=C(N(C=N2)C)C=C1)NC=1C2=C(N=CN1)C=CC(=N2)SC2CCNCC2